Isopropyldiphenyl-phosphine C(C)(C)P(C1=CC=CC=C1)C1=CC=CC=C1